CC[C@@H](C)[C@@H](C(=O)N(C)[C@@H](C(C)C)C(=O)N(C)[C@@H](CC(C)C)C(=O)N[C@@H](CC(=O)N)C(=O)N[C@H](CC1=CC=CC=C1)C(=O)N2CCC[C@H]2C(=O)N3CCC[C@H]3C(=O)N[C@@H](CCCN=C(N)N)C(=O)O)N(C)C(=O)[C@H](CC(=O)N)N(C)C(=O)[C@H](C(C)C)N(C)C(=O)[C@@H](CC4=CC=CC=C4)NC(=O)COC The molecule is a polypeptide isolated from a marine sponge Theonella sp. and has been found to inhibit the growth of P388 murine leukemia cells. It has a role as a metabolite and an antineoplastic agent.